dicyclopentadienyl-(bis(cyclopentadienyl)nickel) C1(C=CC=C1)C=1C(C=CC1)([Ni]C1C=CC=C1)C1C=CC=C1